(S)-N-(5-chloro-2-(4-hydroxyazepan-1-yl)phenyl)-5-(pyridin-4-yl)furan-2-carboxamide ClC=1C=CC(=C(C1)NC(=O)C=1OC(=CC1)C1=CC=NC=C1)N1CC[C@H](CCC1)O